NC1=CC=C(C=N1)N1CCN(C2(CC2)C1)C(=O)OC(C)(C)C TERT-BUTYL 7-(6-AMINO-3-PYRIDYL)-4,7-DIAZASPIRO[2.5]OCTANE-4-CARBOXYLATE